4-((((9H-fluoren-9-yl) methoxy) carbonyl) amino)-9-((tert-butoxycarbonyl) amino)-13,13-dimethyl-3,11-dioxo-12-oxa-2,8,10-triazatetradec-9-en-1-yl acetate C(C)(=O)OCNC(C(CCCNC(=NC(OC(C)(C)C)=O)NC(=O)OC(C)(C)C)NC(=O)OCC1C2=CC=CC=C2C=2C=CC=CC12)=O